methyl (2S)-2-[4-bromo-5-fluoro-2-(4-butoxy-4,5-dihydroisoxazol-3-yl)phenoxy]propanoate BrC1=CC(=C(O[C@H](C(=O)OC)C)C=C1F)C1=NOCC1OCCCC